N2-(2-fluoro-4-(methylsulfonyl)phenyl)-5-methoxy-N2-methyl-N4-(5-methyl-1H-pyrazol-3-yl)-6-(1-methyl-1H-pyrazol-4-yl)pyrimidine-2,4-diamine FC1=C(C=CC(=C1)S(=O)(=O)C)N(C1=NC(=C(C(=N1)NC1=NNC(=C1)C)OC)C=1C=NN(C1)C)C